2-[(5,6-diphenyl-1,2,4-triazin-3-yl)sulfanyl]-N,N-dimethylpropanamide C1(=CC=CC=C1)C=1N=C(N=NC1C1=CC=CC=C1)SC(C(=O)N(C)C)C